3-(1'-([1,1'-biphenyl]-3-ylmethyl)-6-oxo-6,8-dihydro-2H,7H-spiro[furo[2,3-e]isoindole-3,4'-piperidin]-7-yl)piperidine-2,6-dione C1(=CC(=CC=C1)CN1CCC2(CC1)COC1=C3CN(C(C3=CC=C12)=O)C1C(NC(CC1)=O)=O)C1=CC=CC=C1